4-(((2-(trimethylsilyl)ethoxy)methoxy)methyl)thiazole-2-carbonitrile C[Si](CCOCOCC=1N=C(SC1)C#N)(C)C